4-(5-Butyl-5-hydroxyoctahydropentalen-2-yl)-2-chloro-N-(3-chloro-4-fluorophenyl)-1-methyl-1H-imidazole-5-carboxamide C(CCC)C1(CC2CC(CC2C1)C=1N=C(N(C1C(=O)NC1=CC(=C(C=C1)F)Cl)C)Cl)O